4-(4'-Methoxy-biphenyl-4-yloxy)phenylamine COC1=CC=C(C=C1)C1=CC=C(C=C1)OC1=CC=C(C=C1)N